[Mg+2].O=C(C(=O)[O-])CCC(=O)[O-] 2-oxoglutaric acid, magnesium salt